silicon iron chromium [Cr].[Fe].[Si]